N(=C=O)C1CCC(CC1)CC1CCC(CC1)N=C=O bis(4-isocyanato-cyclohexyl)methane